FC(C(=O)O)(F)F.C1N(CC12CNC2)C2=CC=C(C=C2)C=2C=CC1=CN(N=C1C2F)C(C(=O)NC=2SC=CN2)C2=C1N(C=N2)CCC1 2-[6-[4-(2,6-Diazaspiro[3.3]heptan-2-yl)phenyl]-7-fluoro-indazol-2-yl]-2-(6,7-dihydro-5H-pyrrolo[1,2-c]imidazol-1-yl)-N-thiazol-2-yl-acetamide trifluoroacetate